tert-butyl 5-[3-carbamoyl-2-(4-phenoxyphenyl)-2H-pyrazolo[4,3-b]pyridin-7-yl]-3,6-dihydropyridine-1(2H)-carboxylate C(N)(=O)C=1N(N=C2C1N=CC=C2C2=CCCN(C2)C(=O)OC(C)(C)C)C2=CC=C(C=C2)OC2=CC=CC=C2